3-Iodopropanoate ICCC(=O)[O-]